N-vinylisopropylamide C(=C)[N-]C(C)C